COC([C@H](CC1=CC=C(C=C1)N1C(C2(C3=CC=C(C(=C13)F)F)CC2)=O)N)=O (S)-2-amino-3-(4-(6',7'-difluoro-2'-oxospiro[cyclopropane-1,3'-indoline]-1'-yl)phenyl)propanoic acid methyl ester